C(CC)C1CCC(CC1)C1CCC(CC1)CO trans-4'-propylbicyclohexyl-4-methanol